(+)-(2S)-2-[(4,6-dimethylpyrimidin-2-yl)oxy]-3-methoxy-3,3-diphenyl-propionic acid CC1=NC(=NC(=C1)C)O[C@H](C(=O)O)C(C1=CC=CC=C1)(C1=CC=CC=C1)OC